(R)-4-(4-chlorophenyl)-oxazolidin-2-one ClC1=CC=C(C=C1)[C@H]1NC(OC1)=O